osmium (II) Bis(3-(trifluoromethyl)-5-(4-tert-butylpyridinyl)-1,2,4-triazole) FC(C1=NNC(=N1)C1=NC=CC(=C1)C(C)(C)C)(F)F.FC(C1=NNC(=N1)C1=NC=CC(=C1)C(C)(C)C)(F)F.[Os+2]